Cl.Cl.FC(COC=1C=C(C=NC1)CN)(F)F (5-(2,2,2-trifluoroethoxy)pyridin-3-yl)methanamine dihydrochloride